1-(1-cyclopentylethyl)-4-nitro-1H-pyrazole C1(CCCC1)C(C)N1N=CC(=C1)[N+](=O)[O-]